OC1OC2=C(N=C1)C=CC=C2 2-hydroxy-2H-1,4-benzoxazine